N-[(1R,2R,3S,5R)-2-hydroxy-2,6,6-trimethyl-norpinan-3-yl]-4-(trifluoromethyl)-1H-pyrrolo[2,3-b]pyridine-2-carboxamide O[C@@]1([C@H]2C([C@@H](C[C@@H]1NC(=O)C1=CC=3C(=NC=CC3C(F)(F)F)N1)C2)(C)C)C